N\C(\C1CCC1)=N/OC(/C=C/C(=O)OCC)=O (E)-ethyl 4-(((Z)-(amino(cyclobutyl)methylene)amino)oxy)-4-oxobut-2-enoate